3-({3-[(2S)-2-(4-chlorophenyl)-2-hydroxyethyl]-1,2,4-oxadiazol-5-yl}methyl)-6-(difluoromethyl)-1H-pyrimidine-2,4-dione ClC1=CC=C(C=C1)[C@H](CC1=NOC(=N1)CN1C(NC(=CC1=O)C(F)F)=O)O